BrC1=C2OCCCC3=C(NC(C(S1)=C23)=O)C(=O)N2CCCC2 2-bromo-7-(pyrrolidine-1-carbonyl)-12-oxa-3-thia-6-azatricyclo[6.4.1.04,13]Tridec-1,4(13),7-trien-5-one